4-((4-Cyanopyridin-3-yl)amino)-N-(4-(4-methylpiperazin-1-yl)phenyl)-2-oxo-1,2-dihydropyridine-3-carboxamide C(#N)C1=C(C=NC=C1)NC1=C(C(NC=C1)=O)C(=O)NC1=CC=C(C=C1)N1CCN(CC1)C